4-(benzyloxy)-6-((2R,3S,4S,5R)-3-(3,4-difluoro-2-methoxyphenyl)-4,5-dimethyl-5-(trifluoromethyl)tetrahydrofuran-2-yl)-N-(2-methoxyethyl)-2-methylpyridin-3-amine C(C1=CC=CC=C1)OC1=C(C(=NC(=C1)[C@@H]1O[C@]([C@H]([C@H]1C1=C(C(=C(C=C1)F)F)OC)C)(C(F)(F)F)C)C)NCCOC